3-(1-Ethyl-2-methylindol-3-yl)-3-(4-diethylaminophenyl)-4-azaphthalide C(C)N1C(=C(C2=CC=CC=C12)C1(OC(=O)C2=CC=CN=C12)C1=CC=C(C=C1)N(CC)CC)C